C(C)(C)(C)OC(NC12CC(C1)(C2)NC(COC2=CC(=C(C=C2)Cl)F)=O)=O (3-(2-(4-chloro-3-fluorophenoxy)acetamido)bicyclo[1.1.1]pent-1-yl)carbamic acid tert-butyl ester